N-(3-fluoro-5-(2-hydroxypropan-2-yl)-4'-((4-methyl-6-(methylsulfonyl)pyridin-2-yl)amino)-[2,3'-bipyridin]-6'-yl)acetamide FC=1C(=NC=C(C1)C(C)(C)O)C=1C=NC(=CC1NC1=NC(=CC(=C1)C)S(=O)(=O)C)NC(C)=O